BrC=1C=C(C=NC1)C#CC=1C=C(C(=O)N[C@@H]2[C@H](CCCC2)O)C=CC1C 3-[(5-bromopyridin-3-yl)ethynyl]-N-[(1S,2S)-2-hydroxycyclohexyl]-4-methylbenzamide